CC1=NN2C(C=C(C=C2C)B2OC(C(O2)(C)C)(C)C)=C1 2,7-dimethyl-5-(4,4,5,5-tetramethyl-1,3,2-dioxaborolan-2-yl)pyrazolo[1,5-a]pyridine